C12C(C3CC(CC(C1)C3)C2)CN2N=CC(=C2)I 1-(tricyclo[3.3.1.13,7]dec-2-ylmethyl)-4-iodo-1H-pyrazole